C[C@@H]1N(CCOC1)C1=CC=C(C=N1)C1=NN2C(N=CC=C2)=C1C(=O)N[C@@H]1C(NC2=C(C(=N1)C1=CC=CC=C1)C=CC=C2)=O |o1:1| 2-(6-[(3S*)-3-methylmorpholin-4-yl]pyridin-3-yl)-N-[(3S)-2-oxo-5-phenyl-2,3-dihydro-1H-1,4-benzodiazepin-3-yl]pyrazolo[1,5-a]pyrimidine-3-carboxamide